distearoyl-diethylamine C(CCCCCCCCCCCCCCCCC)(=O)C(CNCC)C(CCCCCCCCCCCCCCCCC)=O